O1CCC2C1OCC2 (3S,3aR,6aS)-Hexahydrofuro[2,3-b]furan